FC1=C(SC(=C1)C(C)(C)O)S(=O)(N)=NC(NC1=C2C(=NC(=C1)CC(F)(F)F)CCC2)=O 3-Fluoro-5-(2-hydroxypropan-2-yl)-N'-((2-(2,2,2-trifluoroethyl)-6,7-dihydro-5H-cyclopenta[b]pyridin-4-yl)carbamoyl)thiophene-2-sulfonimidamide